5-hydroxy-3-methylene-2,2,4,6,7-pentamethyl-2,3-dihydro-benzofuran OC=1C(=C(C2=C(C(C(O2)(C)C)=C)C1C)C)C